bis(2,4-ditert-butyl-6-methylphenyl)pentaerythritol diphosphite OP(O)OP(O)O.C(C)(C)(C)C1=C(C(=CC(=C1)C(C)(C)C)C)C(O)(C(CO)(CO)CO)C1=C(C=C(C=C1C)C(C)(C)C)C(C)(C)C